FC1=C(C=CC(=C1)F)N1C(C2=CC=CC=C2C(=N1)C1=CC(=CC=C1)C(C(N1CCCC1)=O)(C)C)=O 2-(2,4-Difluorophenyl)-4-(3-(2-methyl-1-oxo-1-(pyrrolidin-1-yl)propan-2-yl)phenyl)phthalazin-1(2H)-one